C(C)(C)(C)C1=CC=C2C=CC=C(C2=C1)C 7-tert-butyl-1-methylnaphthalene